IC=1C(=NC=NC1NC1=CC(=C(C=C1)OC1=CC2=C(N(C=N2)C)C=C1)C)NC 5-iodo-N4-methyl-N6-(3-methyl-4-((1-methyl-1H-benzo[d]imidazol-5-yl)oxy)phenyl)pyrimidine-4,6-diamine